C(C)(C)(C)OC(=O)N(C1=CC=C(C(=O)O)C=C1)CC#C 4-[tert-butoxycarbonyl(prop-2-ynyl)amino]benzoic acid